3-((2-(2-fluoroethyl)-2H-tetrazol-5-yl)(phenyl)methyl)-3,8-diazabicyclo[3.2.1]octane FCCN1N=C(N=N1)C(N1CC2CCC(C1)N2)C2=CC=CC=C2